ClC1=C2C=NNC2=CC(=C1F)OC 4-chloro-5-fluoro-6-methoxy-1H-indazole